4,7-dihydro-1,3-oxaazepine O1C=NCC=CC1